N-[2-[2-chloro-6-(diethoxymethyl)-5-iodo-pyrrolo[2,3-d]pyrimidin-7-yl]ethyl]carbamic acid tert-butyl ester C(C)(C)(C)OC(NCCN1C(=C(C2=C1N=C(N=C2)Cl)I)C(OCC)OCC)=O